COC(=O)C1=NC(=CC=C1)CO 6-Hydroxymethylpyridine-2-carboxylic acid methyl ester